(6aR,9R)-9-[5-(4-chloro-1H-pyrrol-2-yl)-1,2,4-oxadiazol-3-yl]-6,6a,7,8,9,10-hexahydro-12H-pyrido[2,1-c][1,4]benzothiazepin-12-one ClC=1C=C(NC1)C1=NC(=NO1)[C@@H]1CC[C@@H]2CSC3=C(C(N2C1)=O)C=CC=C3